FC1=C(C(=CC(=C1)[N+](=O)[O-])F)C(C(=O)OCC1=CC=CC=C1)C(=O)OCC 3-ethyl 1-benzyl 2-(2,6-difluoro-4-nitrophenyl)malonate